C(C)(S[C@H]1CN(CC1)C=1C2=C(N=C(N1)C(C)(C)C)N(N=N2)CC2=NON=C2C)=O S-[(3R)-1-[5-tert-Butyl-3-[(4-methyl-1,2,5-oxadiazol-3-yl)methyl]triazolo[4,5-d]pyrimidin-7-yl]pyrrolidin-3-yl] ethanethioate